N-((5-chloro-6-((3-methylisoxazol-5-yl)methoxy)-1H-indol-2-yl)methyl)-2-hydroxycyclobutane-1-carboxamide ClC=1C=C2C=C(NC2=CC1OCC1=CC(=NO1)C)CNC(=O)C1C(CC1)O